tert-butyl (1R,5S,6s)-6-((2-oxopyridin-1(2H)-yl) methyl)-3-azabicyclo[3.1.0]hexane-3-carboxylate O=C1N(C=CC=C1)CC1[C@@H]2CN(C[C@H]12)C(=O)OC(C)(C)C